The molecule is a beta-D-galactosyl-(1<->1')-N-acylsphinganine in which the acyl group specified is docosanoyl. It has a role as a mouse metabolite. It derives from a docosanoic acid. CCCCCCCCCCCCCCCCCCCCCC(=O)N[C@@H](CO[C@H]1[C@@H]([C@H]([C@H]([C@H](O1)CO)O)O)O)[C@@H](CCCCCCCCCCCCCCC)O